ClC1=C(C(=O)N[C@H](C(=O)O)CNC(=O)N[C@@H]2CCC3=CC=CC=C23)C(=CC(=C1)C(N(C)CC1=CC(=CC=C1)Cl)=O)Cl (S)-2-(2,6-dichloro-4-((3-chlorobenzyl)(methyl)carbamoyl)benzamido)-3-(3-((R)-2,3-dihydro-1H-inden-1-yl)ureido)propanoic acid